2-(cyclopentylamino)-1-(4-(2-(7,8-dimethyl-[1,2,4]triazolo[1,5-a]pyridin-6-yl)-3-isopropyl-1H-indol-5-yl)piperidin-1-yl)ethan-1-one C1(CCCC1)NCC(=O)N1CCC(CC1)C=1C=C2C(=C(NC2=CC1)C=1C(=C(C=2N(C1)N=CN2)C)C)C(C)C